N-(5-hydroxymethyl-2-methoxyphenyl)3,4,5-tris(octadecyloxy)cyclohexylcarboxamide OCC=1C=CC(=C(C1)NC(=O)C1CC(C(C(C1)OCCCCCCCCCCCCCCCCCC)OCCCCCCCCCCCCCCCCCC)OCCCCCCCCCCCCCCCCCC)OC